N-{1-[4-(2,3-dihydro-1,4-benzodioxin-2-yl)benzyl]piperidin-4-yl}methanesulfonamide O1C(COC2=C1C=CC=C2)C2=CC=C(CN1CCC(CC1)NS(=O)(=O)C)C=C2